FC=1C=C(OC[C@@H]2CN([C@H](O2)C(F)(F)F)C2=CC(=C(C#N)C=C2)C(F)(F)F)C=CC1F 4-((2R,5S)-5-((3,4-Difluorophenoxy)methyl)-2-(trifluoromethyl)oxazolidin-3-yl)-2-(trifluoromethyl)benzonitril